[6-(trifluoromethyl)pyrimidin-4-yl]hydrazine FC(C1=CC(=NC=N1)NN)(F)F